O-methyl phosphite P(OC)([O-])[O-]